CN1CC(C1)NCC(O)C1=CC=CC=C1 α-[[(1-Methyl-3-azetidinyl)amino]methyl]benzenemethanol